C(CC)C(=O)CCCCCCCCCCCCCCCC n-Hexadecyl propyl ketone